C1(CC1)[C@H](C)NC(=O)N1CC2=CC=CC(=C2CC1)OC1=CC=C(C=C1)C(F)(F)F (S)-N-(1-cyclopropyl-ethyl)-5-(4-(trifluoro-methyl)phenoxy)-3,4-dihydroisoquinoline-2(1H)-carboxamide